3-(5-Amino-6-(1H-1,2,4-triazol-1-yl)pyrazin-2-yl)-N-(4-cyanobicyclo[2.1.1]hexan-1-yl)-4-methylbenzenesulfonamide trifluoroacetate salt FC(C(=O)O)(F)F.NC=1N=CC(=NC1N1N=CN=C1)C=1C=C(C=CC1C)S(=O)(=O)NC12CCC(C1)(C2)C#N